Dimethyl-di-n-butoxysilane C[Si](OCCCC)(OCCCC)C